3-(4-((7-((adamantan-1-yl)amino)heptyl)amino)phenyl)piperidine-2,6-dione C12(CC3CC(CC(C1)C3)C2)NCCCCCCCNC2=CC=C(C=C2)C2C(NC(CC2)=O)=O